(4-(benzyloxy)phenyl)-5-methyl-2,4-dihydro-3H-pyrazol-3-one C(C1=CC=CC=C1)OC1=CC=C(C=C1)N1N=C(CC1=O)C